C(C1=CC=CC=C1)OC=1C(=NC(=CC1)C)C(=O)C1N(CCC1)C(=O)C1=C(C=CC=C1)O (2-(3-(benzyloxy)-6-methylpyridinoyl)pyrrolidin-1-yl)(2-hydroxyphenyl)methanone